The molecule is a 3-sn-phosphatidyl L-serine in which the phosphatidyl acyl groups at positions 1 and 2 are stearoyl and (9Z,12Z)-octadecadienoyl respectively. It has a role as a mouse metabolite. It derives from an octadecanoic acid and a linoleic acid. It is a conjugate acid of a 1-stearoyl-2-linoleoyl-sn-glycero-3-phospho-L-serine(1-). CCCCCCCCCCCCCCCCCC(=O)OC[C@H](COP(=O)(O)OC[C@@H](C(=O)O)N)OC(=O)CCCCCCC/C=C\\C/C=C\\CCCCC